1-hydroxy-N-isopropyl-6,6,9-trimethyl-3-pentyl-6a,7,8,10a-tetrahydro-6H-benzo[c]chromene-2-carboxamide OC1=C2C3C(C(OC2=CC(=C1C(=O)NC(C)C)CCCCC)(C)C)CCC(=C3)C